CC1=NOC(=C1C=1N(C2=CC=CC=C2C1C(=O)N)C1=CC=C(C=C1)O)C 2-(3,5-Dimethyl-isoxazol-4-yl)-1-(4-hydroxy-phenyl)-1H-indole-3-carboxylic acid, amide